ethyl (S)-2-amino-3-(4-(4-((R)-1-(4-chloro-2-(3-methyl-1H-pyrazole-1-yl)phenyl)-2,2,2-trifluoroethoxy)thieno[3,2-d]pyrimidine-7-yl)phenyl)propionate hydrochloride Cl.N[C@H](C(=O)OCC)CC1=CC=C(C=C1)C1=CSC2=C1N=CN=C2O[C@@H](C(F)(F)F)C2=C(C=C(C=C2)Cl)N2N=C(C=C2)C